C1(CC1)N(C1=C(C(=NC=N1)NCC1(CCN(CC1)C(=O)OC(C)(C)C)C=1NC=CN1)F)CC1=CC=C(C=C1)C(F)(F)F tert-Butyl 4-(((6-(cyclopropyl(4-(trifluoromethyl)benzyl)amino)-5-fluoropyrimidin-4-yl)amino)methyl)-4-(1H-imidazol-2-yl)piperidine-1-carboxylate